1,2-Dihydroxyethylen OC=CO